benzofuranhydroximic acid O1C(=CC2=C1C=CC=C2)C(O)=NO